ClC=1C=C(N)C=CC1OC1=C(C=CC=C1)Cl 3-chloro-4-(2-chlorophenoxy)aniline